2,2,7,7-tetramethyltricyclo[6.2.1.0~1,6~]undecan CC1(C23C(CCC1)C(C(CC2)C3)(C)C)C